1,8-octanedinitrile C(CCCCCCC#N)#N